(4-((4-amino-5-chloro-2,3-dihydrobenzofuran-7-carboxamido)methyl)piperidin-1-yl)-8-oxooctanoic acid NC1=C(C=C(C2=C1CCO2)C(=O)NCC2CCN(CC2)C(C(=O)O)CCCCCC=O)Cl